2-{[(3S,4R)-1-[4-({8-[(2R,3S)-3-(methanesulfonylmeth-yl)-2-methylazetidin-1-yl]-5-(propan-2-yl)isoquinolin-3-yl}amino)pyrimidin-2-yl]-4-methoxypiperidin-3-yl]oxy}ethan-1-ol CS(=O)(=O)C[C@@H]1[C@H](N(C1)C=1C=CC(=C2C=C(N=CC12)NC1=NC(=NC=C1)N1C[C@@H]([C@@H](CC1)OC)OCCO)C(C)C)C